C1N(CCC2=CC=CC=C12)C[C@H](CN1CCOC2=C(C1=O)C=CC(=C2)OC2=NC=CC=C2)O 4-[(2R)-3-(3,4-dihydro-1H-isoquinolin-2-yl)-2-hydroxy-propyl]-8-(2-pyridyloxy)-2,3-dihydro-1,4-benzoxazepin-5-one